IC=1C(=NC(=NC1)Cl)NC1=C(C=CC=C1)CNS(=O)=O N-(2-((5-iodo-2-chloropyrimidin-4-yl)amino)phenyl)methylsulfonamide